NN1C(=NC(=C1C(=O)N)C1=CC=C(C=C1)C(NC1=NC=CC(=C1)CC)=O)[C@H]1N(CCCC1)C(C#CC)=O (S)-1-Amino-2-(1-(but-2-ynoyl)piperidin-2-yl)-4-(4-((4-ethylpyridin-2-yl)carbamoyl)phenyl)-1H-imidazol-5-carboxamid